5,5-dimethyl-1-((2-((1-(1-methyl-1H-pyrazol-4-yl)ethyl)amino)pyridin-4-yl)methyl)-3-(4-(1-(trifluoromethyl)cyclopropyl)phenyl)imidazolidine-2,4-dione CC1(C(N(C(N1CC1=CC(=NC=C1)NC(C)C=1C=NN(C1)C)=O)C1=CC=C(C=C1)C1(CC1)C(F)(F)F)=O)C